FC(C=1N=C(OC1C(=O)N1[C@@H](C2=C(CC1)NC=N2)C2=NN1C(C(=CC=C1)C)=C2)C2=CN=CN2C)F (S)-(4-(difluoromethyl)-2-(1-methyl-1H-imidazol-5-yl)oxazol-5-yl)(4-(4-methylpyrazolo[1,5-a]pyridin-2-yl)-6,7-dihydro-1H-imidazo[4,5-c]pyridin-5(4H)-yl)methanone